ethyl 2-(dimethoxyphosphoryl)acetate COP(=O)(OC)CC(=O)OCC